5-(1-methylhydrazino)-1H-tetrazole CN(N)C1=NN=NN1